[N-](S(=O)(=O)C(F)(F)F)S(=O)(=O)C(F)(F)F.C(CCC)[N+]1=CNC=C1 3-butylimidazolium bis(trifluoromethanesulfonyl)imide